CC1=C(C=NC=2OCCNC21)NC2=C(C(NC=C2)=O)C(=O)NC=2C=C1CCC(N(C1=CC2)C)=O 4-((8-methyl-2,3-dihydro-1H-pyrido[2,3-b][1,4]oxazin-7-yl)amino)-N-(1-methyl-2-oxo-1,2,3,4-tetrahydroquinolin-6-yl)-2-oxo-1,2-dihydropyridine-3-carboxamide